pyrrolo[3,2-h]quinoline-3-sulfonic acid N1C=C(C=2C=CC=3C=CC=NC3C21)S(=O)(=O)O